BrC1=C2C=CN(C(C2=CN=C1)=O)CC=1N=C2N(C=C(C=C2)C=C)C1 5-bromo-2-({6-ethenylimidazo[1,2-a]pyridin-2-yl}methyl)-1,2-dihydro-2,7-naphthyridin-1-one